C12(CC(C=3CCCCC13)=O)CCCCC2 4',5',6',7'-tetrahydrospiro[cyclohexane-1,1'-inden]-3'(2'H)-one